C(C=C)N1N(C2=NC(=NC=C2C1=O)NC1=CC=C(C=C1)OCCF)C1=NC(=CC=C1)OC1CCNCC1 2-allyl-6-[p-(2-fluoroethoxy)phenylamino]-1-[6-(4-piperidyloxy)-2-pyridyl]-1,2-dihydro-3H-1,2,5,7-tetraazainden-3-one